1-((S)-2-hydroxy-2-((2S,3S,5R,8R,9R,10S,13S,14S,17S)-3-hydroxy-2-(methoxymethyl)-3,13-dimethylhexadecahydro-1H-cyclopenta[a]phenanthren-17-yl)propyl)-1H-pyrazole-4-carbonitrile O[C@@](CN1N=CC(=C1)C#N)(C)[C@H]1CC[C@H]2[C@@H]3CC[C@@H]4C[C@]([C@@H](C[C@@H]4[C@H]3CC[C@]12C)COC)(C)O